FC1=CC=C(C=C1)[C@H](C)NC(C1=C(N=CC=C1)NCC=1SC(=CC1)C1=CC=2C3=C(C=NC2C=C1)N=CN3C)=O (S)-N-(1-(4-fluorophenyl)ethyl)-2-(((5-(1-methyl-1H-imidazo[4,5-c]quinolin-8-yl)thiophen-2-yl)methyl)amino)nicotinamide